C(CCCCCCCCCCCCCCCCCC)(=O)N[C@@H](CC(=O)O)C(=O)O N-n-nonadecanoyl-aspartic acid